(1R,10aS)-1-((8-bromo-1-methyl-5-oxo-1,2,3,5-tetrahydro-4H-benzo[e][1,4]diazepin-4-yl)methyl)-1,5,10,10a-tetrahydro-3H-oxazolo[3,4-b]isoquinolin-3-one BrC=1C=CC2=C(N(CCN(C2=O)C[C@H]2OC(N3CC=4C=CC=CC4C[C@H]32)=O)C)C1